C1CC12NCC[C@@H](C2)C(=C)C=2N=NC(=CN2)C2=C(C=C(C=C2)N2C=NC=C2)O (S)-2-(3-(1-(4-azaspiro[2.5]octan-7-yl)vinyl)-1,2,4-triazin-6-yl)-5-(1H-imidazol-1-yl)phenol